2,3-dibromobenzothiophene-6-ol BrC=1SC2=C(C1Br)C=CC(=C2)O